ClC=1C=C2C=NN(C2=C(C1)C(=O)N)CC1=CN=C(S1)C1=CC=CC=C1 5-Chloro-1-((2-phenylthiazol-5-yl)methyl)-1H-indazole-7-carboxamide